(S)-N-sec-butylacetamide [C@H](C)(CC)NC(C)=O